COS(=O)(=O)[O-].OCC[NH2+]C N-hydroxyethyl-methyl-ammonium methylsulfate